(S)-N-((S)-1-(2-Chlorophenyl)-2-((3,3-difluorocyclobutyl)amino)-2-oxoethyl)-1-(4-cyanopyridin-2-yl)-N-(3-cyclopropyl-5-fluorophenyl)-5-oxopyrrolidine-2-carboxamide ClC1=C(C=CC=C1)[C@@H](C(=O)NC1CC(C1)(F)F)N(C(=O)[C@H]1N(C(CC1)=O)C1=NC=CC(=C1)C#N)C1=CC(=CC(=C1)F)C1CC1